5-(3,4-dihydroquinolin-1(2H)-yl)-[1,2,4]triazolo[4,3-a]quinazoline-8-carbaldehyde N1(CCCC2=CC=CC=C12)C1=NC=2N(C3=CC(=CC=C13)C=O)C=NN2